(4-(2-(6-chloro-4-((tetrahydro-2H-pyran-4-yl)amino)nicotinoyl)hydrazine-1-carbonyl)bicyclo[2.2.2]Oct-1-yl)carbamic acid tert-butyl ester C(C)(C)(C)OC(NC12CCC(CC1)(CC2)C(=O)NNC(C2=CN=C(C=C2NC2CCOCC2)Cl)=O)=O